[N+](=O)([O-])C=1C=CC2C=NNC2C1 6-nitro-3a,7a-dihydro-1H-indazole